5-(2-(5-ethyl-2-(4-ethylphenyl)oxazol-4-yl)ethoxy)-2,3-dihydro-1H-inden C(C)C1=C(N=C(O1)C1=CC=C(C=C1)CC)CCOC=1C=C2CCCC2=CC1